2-bromo-9-(bromomethyl)acridine BrC1=CC2=C(C3=CC=CC=C3N=C2C=C1)CBr